(1s,3s)-3-((6-(thiazol-5-yl)isoquinolin-5-yl)amino)cyclobutane-1-carboxylic acid S1C=NC=C1C=1C(=C2C=CN=CC2=CC1)NC1CC(C1)C(=O)O